The molecule is a methyl glycoside that consists of methyl 3-(2-glycerylphospho)-beta-D-galactoside having an alpha-L-rhamnosyl residue at the 2-position. The core disaccharide from the Streptococcus pneumoniae type 23F capsular polysaccharide antigen functionalized with a phosphoglycerol side chain. It is a beta-D-galactoside, a disaccharide derivative and a methyl glycoside. C[C@H]1[C@@H]([C@H]([C@H]([C@@H](O1)O[C@@H]2[C@H]([C@H]([C@H](O[C@H]2OC)CO)O)OP(=O)(O)OC(CO)CO)O)O)O